5-heneicosene CCCCC=CCCCCCCCCCCCCCCC